C1(CCC1)C=1C(=NN(C1NC(C[C@H]1C(C(C1)(F)F)(F)F)=O)C)C1CC2=CC=CC=C2C1 (R)-N-(4-cyclobutyl-3-(2,3-dihydro-1H-inden-2-yl)-1-methyl-1H-pyrazol-5-yl)-2-(2,2,3,3-tetrafluorocyclobutyl)acetamide